(2S,6R)-2,6-dimethyl-4-(4-(3-(1-methyl-1H-indazol-6-yl)-1,4-dihydrothieno[2',3':4,5]cyclopenta[1,2-c]pyrazol-6-yl)benzyl)morpholine C[C@H]1CN(C[C@H](O1)C)CC1=CC=C(C=C1)C1=CC2=C(CC3=C2NN=C3C3=CC=C2C=NN(C2=C3)C)S1